NC1=C(C=C(C=C1)Br)C(=O)C1=NC=CC=C1 (2-amino-5-bromophenyl)(pyridin-2-yl)methanone